5,6,7,8-tetrahydro-2,6-naphthyridine-4-carbonitrile C1=NC=C(C=2CNCCC12)C#N